N-(5-bromothiazolo[4,5-e][1,2,4]triazolo[4,3-a]pyridin-2-yl)cyclopropanecarboxamide BrC=1C=2N(C3=C(C1)N=C(S3)NC(=O)C3CC3)C=NN2